[As](O)(O)(=O)NC1=CC=CC=C1 arsenic anilide